3-fluoro-8-((5-methoxy-6-((5-methoxypyridin-2-yl)methoxy)pyridin-3-yl)methyl)-1,5-naphthyridine FC=1C=NC2=C(C=CN=C2C1)CC=1C=NC(=C(C1)OC)OCC1=NC=C(C=C1)OC